FC1=C(C=CC(=C1)C(F)(F)F)S(=O)(=O)Cl 2-fluoro-4-(trifluoromethyl)benzene-1-sulfonyl chloride